C(C(=C)C)(=O)NC(C)(C)C N-methacryloyltrimethyl-methyl-amine